4-(5-{[(5-chlorothiophen-2-yl)methyl]amino}-1H-pyrazol-3-yl)-N,N-dimethylpiperidine-1-carboxamide ClC1=CC=C(S1)CNC1=CC(=NN1)C1CCN(CC1)C(=O)N(C)C